(7-(butylamino)-3-fluoro-1-(4-(hydroxymethyl)-2-methoxybenzyl)-1H-pyrazolo[4,3-d]pyrimidin-5-yl)carbamate C(CCC)NC=1C2=C(N=C(N1)NC([O-])=O)C(=NN2CC2=C(C=C(C=C2)CO)OC)F